C(C)(C)(C)C1CCN(CC1)C(=O)NC1=CC(=C(C=C1)C=1C=NC(=CC1)OC(C)C)C=1N=NN(N1)C(C1=CC=CC=C1)(C1=CC=CC=C1)C1=CC=CC=C1 4-(tert-butyl)-N-(4-(6-isopropoxypyridin-3-yl)-3-(2-trityl-2H-tetrazol-5-yl)phenyl)piperidine-1-carboxamide